COC1=C(N)C=CC(=C1)N1CC(CCC1)C 2-methoxy-4-(3-methylpiperidin-1-yl)aniline